C(=O)C=1OC=CC1NC(OC(C)(C)C)=O TERT-BUTYL 2-FORMYLFURAN-3-YLCARBAMATE